C(C)(=O)C1=C(C(=NC(=C1F)NC1=NNC(=C1)C)CC1(CCN(CC1)CC1=C(C(=CC=C1)Cl)F)C(=O)O)F 4-((4-acetyl-3,5-difluoro-6-((5-methyl-1H-pyrazol-3-yl)amino)pyridin-2-yl)methyl)-1-(3-chloro-2-fluorobenzyl)piperidine-4-carboxylic acid